1-(3-(hydroxymethyl)phenyl)-3-(3-methylphenyl)urea OCC=1C=C(C=CC1)NC(=O)NC1=CC(=CC=C1)C